BrCC(=O)C1=NC=CC=C1 2-bromo-1-(pyridin-2-yl)ethan-1-one